N-(6-(4-(2-amino-2-oxoethyl)piperazin-1-yl)-2-(3-hydroxy-3-methylbutyl)-1-oxoisoindolin-5-yl)pyrazolo[1,5-a]pyrimidine-3-carboxamide NC(CN1CCN(CC1)C1=C(C=C2CN(C(C2=C1)=O)CCC(C)(C)O)NC(=O)C=1C=NN2C1N=CC=C2)=O